1-(tert-butyl) 6-methyl 5-chloro-2-oxoindoline-1,6-dicarboxylate ClC=1C=C2CC(N(C2=CC1C(=O)OC)C(=O)OC(C)(C)C)=O